N1-((3'-(3-((S)-2-hydroxy-3-(3-(N-methylsulfamoyl)phenoxy)propylamino)-1-oxa-8-azaspiro[4.5]decan-8-ylsulfonyl)biphenyl-4-yl)methyl)oxalamide O[C@@H](CNC1COC2(C1)CCN(CC2)S(=O)(=O)C=2C=C(C=CC2)C2=CC=C(C=C2)CNC(C(=O)N)=O)COC2=CC(=CC=C2)S(NC)(=O)=O